C(C)OC1=C(C=CC(=C1)OCC)C1=NC(=CC(=C1)C1=CC=C(C=C1)C1=CC=C(C=C1)N(C1=CC=C(C=C1)OCCCC)C1=CC=C(C=C1)OCCCC)C1=C(C=C(C=C1)OCC)OCC 2,6-bis(2,4-diethyloxyphenyl)-4-(4'-bis(4-butyloxyphenyl)aminobiphenyl-4-yl)pyridine